C(C)OC(=O)C1=CC2=CC(=C(C=C2C(=C1)O)F)Br 7-bromo-6-fluoro-4-hydroxyl-2-naphthoic acid ethyl ester